myristyl-(1-tetradecanol) C(CCCCCCCCCCCCC)C(CCCCCCCCCCCCC)O